(+/-)-1,1'-binaphthyl C1(=CC=CC2=CC=CC=C12)C1=CC=CC2=CC=CC=C12